Azepan-2-one N1C(CCCCC1)=O